(E)-[3-[(2-ethoxy-2-oxo-ethyl)amino]-5,5-dimethyl-cyclohex-2-en-1-ylidene]-phenyl-ammonium C(C)OC(CNC1=C\C(\CC(C1)(C)C)=[NH+]\C1=CC=CC=C1)=O